CN1N=C2C(N=C(C=C2CN2CCCC2)C=2C=C3CN(C(C3=CC2)=O)C2C(NC(CC2)=O)=O)=C1 3-(5-(2-methyl-7-(pyrrolidin-1-ylmethyl)-2H-pyrazolo[4,3-b]pyridin-5-yl)-1-oxoisoindolin-2-yl)piperidine-2,6-dione